O=C1NC(CCC1C1=C(C=C(C=C1F)N1CC(C1)NC(OC1CN(C1)C1=NC2=C(N1C)C=CC=C2)=O)F)=O 1-(1-methyl-1H-benzo[d]imidazol-2-yl)azetidin-3-yl (1-(4-(2,6-dioxopiperidin-3-yl)-3,5-difluorophenyl)azetidin-3-yl)carbamate